C(=O)N.C(=O)N.[Na] sodium diformamide